CC1(OB(OC1(C)C)C1=CC=C(C=C1)S(=O)(=O)N1CCC(CC1)NC1=NC=C(C=C1)C(F)(F)F)C N-(1-((4-(4,4,5,5-tetramethyl-1,3,2-dioxaborolan-2-yl)phenyl)sulfonyl)piperidin-4-yl)-5-(trifluoro-methyl)pyridin-2-amine